OC1=CC=C(C=C1)S(=O)(=O)N1CCOCC1 4-(4-hydroxyphenyl)sulfonylmorpholin